C(C)(C)(C)OC(=O)N[C@H](C(OCC)=N)CC1=CC(=CC(=C1)F)F ethyl (S)-2-((tert-butoxycarbonyl)amino)-3-(3,5-difluorophenyl)propanimidate